N-[[5-(2,4-dichlorophenyl)furan-2-yl]methyl]-1-pyridin-2-ylmethanamine ClC1=C(C=CC(=C1)Cl)C1=CC=C(O1)CNCC1=NC=CC=C1